C1(CCCC1)N1N=CC(=C1)[N+](=O)[O-] cyclopentyl-4-nitro-1H-pyrazole